CN1CC(C(CC1)CC=1SC2=C(N1)C=C(C=C2)[C@@H]2N(C[C@H](CC2)C)C(C(=O)NC=2C1=C(C=NC2)C=NN1COCC[Si](C)(C)C)=O)C 2-((2R,5S)-2-(2-((1,3-dimethylpiperidin-4-yl)methyl)benzo[d]thiazol-5-yl)-5-methylpiperidin-1-yl)-2-oxo-N-(1-((2-(trimethylsilyl)ethoxy)methyl)-1H-pyrazolo[4,3-c]pyridin-7-yl)acetamide